ClC=1C(=C2C=NNC2=CC1C)C=1C(=NN(C1C)C1CC2(CN(C2)C(C=C)=O)C1)N1C(CN(CC1)C=1C=NN(C1)C)(C)C 1-(6-(4-(5-Chloro-6-methyl-1H-indazol-4-yl)-3-(2,2-dimethyl-4-(1-methyl-1H-pyrazol-4-yl)piperazin-1-yl)-5-methyl-1H-pyrazol-1-yl)-2-azaspiro[3.3]heptan-2-yl)prop-2-en-1-one